4-(4-acryloylpiperazin-1-yl)-7-(naphthalen-1-yl)-N-(2-(pyrrolidin-1-yl)ethyl)-5,6,7,8-tetrahydro-1,7-naphthyridine-2-carboxamide C(C=C)(=O)N1CCN(CC1)C1=CC(=NC=2CN(CCC12)C1=CC=CC2=CC=CC=C12)C(=O)NCCN1CCCC1